6-(1,3-benzoxazol-2-yl)-2-{[(3-cyclopropylphenyl)(phenyl)methyl](methyl)amino}-5-hydroxy-3-methyl-3,4-dihydropyrimidin-4-one O1C(=NC2=C1C=CC=C2)C2=C(C(N(C(=N2)N(C)C(C2=CC=CC=C2)C2=CC(=CC=C2)C2CC2)C)=O)O